2-amino-4-(methylthio)butyric acid NC(C(=O)O)CCSC